C12CN(CC(N1)C2)C2=NC(=NC=1CC3(CCC21)CCC2=C(C=CC=C23)Cl)OCC23CCCN3CCC2 4'-(3,6-Diazabicyclo[3.1.1]heptan-3-yl)-4-chloro-2'-((tetrahydro-1H-pyrrolizin-7a(5H)-yl)methoxy)-2,3,5',8'-tetrahydro-6'H-spiro[indene-1,7'-quinazoline]